ClC1=CC(=C(C=C1)[C@@H]1OC2=C(C=CC=C2C=C1)C1CCN(CC1)CC1=NC2=C(C=NC(=C2)/C(=N/O)/N)N1C[C@H]1OCC1)F (Z)-2-((4-((R)-2-(4-chloro-2-fluorophenyl)-2H-chromene-8-yl)piperidin-1-yl)methyl)-N'-Hydroxy-3-(((S)-oxetan-2-yl)methyl)-3H-imidazo[4,5-c]pyridine-6-carboxamidine